C(C1=CC=CC=C1)N1N=CC2=CC=C(C=C12)NC1=CC=C(C(=N1)C(=O)NC(C)(C)C)OC 6-[(1-benzylindazol-6-yl)amino]-N-tert-butyl-3-methoxy-pyridine-2-carboxamide